CS(=O)(=O)OCC1CCC(CC1)OC1CCN(CC1)C(=O)OC(C)(C)C Tert-butyl 4-(((1r,4r)-4-(((methylsulfonyl)oxy)methyl)cyclohexyl)oxy)piperidine-1-carboxylate